zinc telluride copper [Cu+2].[Te-2].[Zn+2].[Te-2]